27-hydroxycholestenone OCC(=C)C(CC[C@@H](C)[C@H]1CC[C@H]2[C@@H]3CCC4CCCC[C@]4(C)[C@H]3CC[C@]12C)=O